(pyrrolidin-1-ylsulfonyl)benzamide N1(CCCC1)S(=O)(=O)C1=C(C(=O)N)C=CC=C1